phosphate disodium [Na+].[Na+].P(=O)([O-])([O-])O